N1C(CCCC1)C=1C=CC2=C(N=CS2)C1 5-(Piperidin-2-yl)benzothiazole